1-acetyl-1H,5H,6H,7H-pyrrolo[3,4-f]indazole-5,7-dione C(C)(=O)N1N=CC2=CC3=C(C=C12)C(NC3=O)=O